1-((N-Methylacetylamino)methyl)-3-trityl-3,8-diazabicyclo[3.2.1]octane-8-carboxylic acid tert-butyl ester C(C)(C)(C)OC(=O)N1C2(CN(CC1CC2)C(C2=CC=CC=C2)(C2=CC=CC=C2)C2=CC=CC=C2)CNC(CC)=O